ClC1=C(C(=C(C=C1OC)OC)Cl)N1C(N(C2=NC(=NC=C2C1)NC1=NC=CC=C1)C1CCN(CC1)C(\C=C\CN(C)C)=O)=O (E)-3-(2,6-dichloro-3,5-dimethoxyphenyl)-1-(1-(4-(dimethylamino)but-2-enoyl)piperidin-4-yl)-7-(pyridin-2-ylamino)-3,4-dihydropyrimido[4,5-d]pyrimidin-2(1H)-one